C(C)(C)[C@H]1[C@@H](C1)CO ((1R,2S)-2-isopropylcyclopropyl)methanol